(1S,2S,3S,5R)-3-((4-chlorophenyl)thio)-5-((E)-6-hydrazineylidene-3,6-dihydro-9H-purin-9-yl)cyclopentane-1,2-diol ClC1=CC=C(C=C1)S[C@@H]1[C@H]([C@H]([C@@H](C1)N1C=2NC=N/C(/C2N=C1)=N/N)O)O